CC([C@@H](C(=O)N1[C@@H]([C@H]2C([C@H]2C1)(C)C)C(=O)OC)NC1=NC=CC(=N1)C(F)(F)F)(C)C Methyl (1R,2S,5S)-3-((S)-3,3-dimethyl-2-((4-(trifluoromethyl)pyrimidin-2-yl)amino)butanoyl)-6,6-dimethyl-3-azabicyclo[3.1.0]hexane-2-carboxylate